(4-((3-(4-(2,6-dimethylpyridin-4-yl)-1H-pyrazol-3-yl)phenoxy)methyl)phenyl)methanamine CC1=NC(=CC(=C1)C=1C(=NNC1)C=1C=C(OCC2=CC=C(C=C2)CN)C=CC1)C